dichloro[1,1'-bis(di-tert-butylphosphino)ferrocene] palladium [Pd].ClC1=C([C-](C=C1)P(C(C)(C)C)C(C)(C)C)Cl.[C-]1(C=CC=C1)P(C(C)(C)C)C(C)(C)C.[Fe+2]